BrC1=C(C=C(C(=O)N2CC=3N(CC2)C(N(C3C(=O)N[C@@H](C)C3=C(C=CC=C3)N3N=CC=C3)C3=CC=C(C=C3)N3N=CC=C3)=O)C=C1)Cl |r| 7-(4-bromo-3-chloro-benzoyl)-3-oxo-2-(4-pyrazol-1-ylphenyl)-N-[rac-(1S)-1-(2-pyrazol-1-ylphenyl)ethyl]-6,8-dihydro-5H-imidazo[1,5-a]pyrazine-1-carboxamide